(S)-2-(4-cyano-2-methoxyphenoxy)-5-(4-(difluoromethyl)phenyl)-4-methyl-N-(2-(S-methylsulfonimidoyl)pyridin-4-yl)nicotinamide C(#N)C1=CC(=C(OC2=C(C(=O)NC3=CC(=NC=C3)[S@](=O)(=N)C)C(=C(C=N2)C2=CC=C(C=C2)C(F)F)C)C=C1)OC